BrC=1OC=C2C=C(C=CC12)Br 3,6-dibromoisobenzofuran